CS(=O)(=O)OOC1=C(C(=CC=C1)[N+](=O)[O-])N(C)CC1CCC(CC1)(C)O (((((1r,4r)-4-hydroxy-4-methylcyclohexyl) methyl) (methyl) amino)-3-nitrophenoxy) methanesulfonate